N1(N=NC2=C1C=CC=C2)N2C(C(C(C2)C2=CC=CC=C2)C(=O)N)=O 1H-benzotriazol-1-yl-2-oxo-4-phenyl-3-pyrrolidinecarboxamide